3-(4-fluorophenyl)-5-(phenylsulfonamido)-1H-pyrrole-2-carboxylic acid FC1=CC=C(C=C1)C1=C(NC(=C1)NS(=O)(=O)C1=CC=CC=C1)C(=O)O